ClC1=CC(=C2C(=N1)C1(OCC2)COCC1)OCC1CN(C1)C(=O)[O-] 3-(((2'-chloro-4,5,5',6'-tetrahydro-2H-spiro[furan-3,8'-pyrano[3,4-b]pyridin]-4'-yl)oxy)methyl)azetidine-1-carboxylate